(E)-3-[4-[[2-fluoro-4-(triazolo[4,5-b]pyridin-3-yl)benzoyl]-[(3R)-3-piperidyl]amino]thieno[3,2-c]pyridin-2-yl]prop-2-enoic acid FC1=C(C(=O)N(C2=NC=CC3=C2C=C(S3)/C=C/C(=O)O)[C@H]3CNCCC3)C=CC(=C1)N1N=NC=3C1=NC=CC3